(S)-5-(2,3-diaminopropanamido)-2-methyl-N-(quinolin-2-ylmethyl)benzamide N[C@H](C(=O)NC=1C=CC(=C(C(=O)NCC2=NC3=CC=CC=C3C=C2)C1)C)CN